2-isopropyl-N-[(1S)-1-(4-methylcyclohexyl)-2-oxo-2-({2-oxo-1-[2-(trimethylsilyl)-ethoxymethyl]spiro[pyrrolo[3,2-c]pyridin-3,4'-tetrahydropyran]-6-yl}amino)ethyl]-pyrazole-3-carboxamide C(C)(C)N1N=CC=C1C(=O)N[C@H](C(NC1=CC2=C(C=N1)C1(CCOCC1)C(N2COCC[Si](C)(C)C)=O)=O)C2CCC(CC2)C